NC1=CC(=C(C=C1OC)N1CCN(CC1)C1CCN(CC1)C=1C=C2C(N(C(C2=CC1)=O)C1C(NC(CC1)=O)=O)=O)C=1C=NN(C1)C 5-(4-(4-(4-amino-5-methoxy-2-(1-methyl-1H-pyrazol-4-yl)phenyl)piperazin-1-yl)Piperidin-1-yl)-2-(2,6-dioxopiperidin-3-yl)isoindoline-1,3-dione